2-(1-(tert-butoxycarbonyl)piperidin-4-yl)-5-isopropoxybenzo[d]thiazole-6-carboxylic acid C(C)(C)(C)OC(=O)N1CCC(CC1)C=1SC2=C(N1)C=C(C(=C2)C(=O)O)OC(C)C